C(C)(C)(C)OC(=O)NC1=NC=CC(=C1)C1=CC=C2C(=N1)N(C(=N2)C)C2=CC(=C(C(=C2)F)N2CCN(CC2)C(=O)OC(C)(C)C)F tert-butyl 4-(4-(5-(2-((tert-butoxycarbonyl)amino)pyridin-4-yl)-2-methyl-3H-imidazo[4,5-b]pyridin-3-yl)-2,6-difluorophenyl)piperazine-1-carboxylate